((1,1-Dioxo-7-(piperidin-4-ylmethoxy)-2,3-dihydrobenzothien-4-yl)methyl)isoindoline-5-carbonitrile hydrochloride Cl.O=S1(CCC2=C1C(=CC=C2CC2NCC1=CC(=CC=C21)C#N)OCC2CCNCC2)=O